[Au](Cl)(Cl)Cl gold chlorid